2-({3-chloro-2-[(2-chloro-4-ethylphenyl)methoxy]-5,6,7,8-tetrahydro-1,7-naphthyridin-7-yl}methyl)-1-{[(2S)-oxetan-2-yl]methyl}-1H-1,3-benzodiazole-6-carboxylic acid ClC=1C(=NC=2CN(CCC2C1)CC1=NC2=C(N1C[C@H]1OCC1)C=C(C=C2)C(=O)O)OCC2=C(C=C(C=C2)CC)Cl